(E)-3-[4-[[2,4-bis(trifluoromethyl)phenoxy]methyl]-3-methoxy-phenyl]-5-nitro-pent-4-enoic acid ethyl ester C(C)OC(CC(\C=C\[N+](=O)[O-])C1=CC(=C(C=C1)COC1=C(C=C(C=C1)C(F)(F)F)C(F)(F)F)OC)=O